phosphohydroxythreonine P(=O)(O)(O)O[C@@H]([C@H](NO)C(=O)O)C